CNCCCNC(=O)C1OCCC1 tetrahydrofuran-2-carboxylic acid (3-methylamino-propyl)-amide